C1(CCCCC1)[NH2]=O cyclohexan-1-amine oxide